2,5-bis(5-isopropylbenzo[d]oxazol-2-yl)thiophene C(C)(C)C=1C=CC2=C(N=C(O2)C=2SC(=CC2)C=2OC3=C(N2)C=C(C=C3)C(C)C)C1